N-(7-(4-(1,3,4-thiadiazol-2-yl)phenyl)quinolin-4-yl)benzo[d]thiazol-5-amine S1C(=NN=C1)C1=CC=C(C=C1)C1=CC=C2C(=CC=NC2=C1)NC=1C=CC2=C(N=CS2)C1